C(C)(C)(C)C1=CC=C(C=C1)N1C2=NN=C(N2C=2C=NC3=CC=C(C=C3C12)C=1C=CC(=NC1)N)C 5-[16-(4-tert-butylphenyl)-12-methyl-8,11,13,14,16-pentaazatetracyclo[8.6.0.02,7.011,15]Hexadec-1(10),2,4,6,8,12,14-heptaen-4-yl]Pyridin-2-amine